C(C)(C)(C)C1=C(C=O)C=CC(=C1)C=O 2-t-butyl-terephthalaldehyde